C1=C(C=CC2=CC=CC=C12)C=1C=CC=2N(C3=CC=C(C=C3C2C1)C1=CC2=CC=CC=C2C=C1)C1=CC=C(C=C1)C=1OC2=C(N1)C=CC=C2 3,6-di-naphthalen-2-yl-9-(4-benzoxazol-2-yl-phenyl)-9H-carbazole